[C@H]12CC(C[C@H](CC1)N2)N(C=2SC1=C(N2)SC(=N1)C1=NC=C(C=C1O)N1N=CC(=C1)C)C 2-(5-{[(1R,3s,5S)-8-Azabicyclo[3.2.1]octan-3-yl](methyl)amino}[1,3]thiazolo[5,4-d][1,3]thiazol-2-yl)-5-(4-methyl-1H-pyrazol-1-yl)pyridin-3-ol